(3S)-3-(5-fluoro-6-methyl-3-pyridyl)isoxazolidine FC=1C=C(C=NC1C)[C@H]1NOCC1